COC1=NN(C=C1C(F)(F)F)CC1CCOCC1 3-methoxy-1-((tetrahydro-2H-pyran-4-yl)methyl)-4-(trifluoromethyl)-1H-pyrazole